C(=O)[O-].COC=1C=C2C(=NC=NC2=CC1OC)N1CCC(CC1)C(C[N-]S[NH-])(C)C N-(2-(1-(6,7-dimethoxyquinazolin-4-yl)piperidin-4-yl)-2-methylpropyl)thiodiamide formate